3,9-Bis[2-(3-(3-tert-butyl-4-hydroxy-5-methylphenyl)propionyloxy)-1,1-dimethylethyl]-2,4,8,10-tetraoxaspiro[5.5]undecan C(C)(C)(C)C=1C=C(C=C(C1O)C)CCC(=O)OCC(C)(C)C1OCC2(CO1)COC(OC2)C(COC(CCC2=CC(=C(C(=C2)C)O)C(C)(C)C)=O)(C)C